C(C)(C)(C)OC(=O)NC1CCC(CC1)N(C(OC(C)(C)C)=O)CC(C1=CC=CC=C1)C=1C=C(C(=C(C1)F)Cl)C1=C(C(=CC=C1C(N)=O)OCC(=O)N(C)C)F tert-butyl ((1r,4r)-4-((tert-butoxycarbonyl)amino)cyclohexyl)(2-(6'-carbamoyl-6-chloro-3'-(2-(dimethylamino)-2-oxoethoxy)-2',5-difluoro-[1,1'-biphenyl]-3-yl)-2-phenylethyl)carbamate